C[C@@H]1CN(CCC1)CC=1NC=2C(N(C=C(C2C1)C1CC1)C1=NC(=CC(=C1)C1=C(C=C(C#N)C=C1)C1=NN=CN1C)Cl)=O 4-[2-(2-{[(S)-3-methyl-1-piperidyl]methyl}-4-cyclopropyl-7-oxo-1,6-dihydro-1,6-diaza-6-indenyl)-6-chloro-4-pyridyl]-3-(4-methyl-4H-1,2,4-triazol-3-yl)benzonitrile